4-((4-methylpiperazin-1-yl)methyl)benzoyl chloride CN1CCN(CC1)CC1=CC=C(C(=O)Cl)C=C1